OC1=CC=C(C=C1)S(=O)(=O)N1CC(CCC1)C(=O)N1CCN(CC1)C1=NC=NC2=CC=CC=C12 (1-((4-hydroxyphenyl)sulfonyl)piperidin-3-yl)(4-(quinazolin-4-yl)piperazin-1-yl)methanone